FC(C(=O)O)(F)F.C(C)C1=CC2=C(CCO[C@]23C[C@@H](N(CC3)CC3CC(C3)NC(CCCCC)=O)C)S1 N-[3-[[(2'S,4R)-2-ethyl-2'-methyl-spiro[6,7-dihydrothieno[3,2-c]pyran-4,4'-piperidin]-1'-yl]methyl]cyclobutyl]hexanamide (trifluoroacetate)